4-[6-amino-4-ethyl-5-[3-(morpholinomethyl)phenyl]-3-pyridinyl]phenol NC1=C(C(=C(C=N1)C1=CC=C(C=C1)O)CC)C1=CC(=CC=C1)CN1CCOCC1